N=1NC(C=C2C1C=CC=N2)=O pyrido[3,2-C]pyridazin-3(2H)-one